O=C1NC(CCC1N1C(C2=CC=C(C=C2C1=O)N1CCN(CC1)CC1CCN(CC1)C1=CC=C(C(=O)N)C=C1)=O)=O 4-(4-((4-(2-(2,6-dioxopiperidin-3-yl)-1,3-dioxoisoindolin-5-yl)piperazin-1-yl)methyl)piperidin-1-yl)benzamide